C(C)(C)(C)CN(C(O)=O)C1=CC=2N(C=C1)N=CC2Br.CC2(CC(CC(C2)C)C(C(=O)O)=C)C.C(#N)C2(CCC(CC2)O)C2=CC(=C(C=C2)OC(F)F)OCC2CC2 4-cyano-4-(3-cyclopropylmethoxy-4-difluoromethoxyphenyl)cyclohexane-1-ol 3,3,5-trimethylcyclohexyl-Acrylate tert-butyl-(3-bromopyrazolo[1,5-a]pyridine-5-yl)(methyl)carbamate